2-(3-oxa-6-azabicyclo[3.1.1]heptan-6-yl)-6-methoxybenzo[d]thiazole C12COCC(N1C=1SC3=C(N1)C=CC(=C3)OC)C2